1-cyclohexyl-6-phenyl-4-(2,2,2-trifluoroethyl)hex-5-yn-1-one C1(CCCCC1)C(CCC(C#CC1=CC=CC=C1)CC(F)(F)F)=O